[Cl-].C(C(=C)C)(=O)OCC[N+](C)(C)C methacryloyl-oxyethyl-trimethyl-ammonium chloride